rac-3-(3-(2-methoxyethyl)pyrrolidin-3-yl)-5-(piperidin-1-ylmethyl)-5,6-dihydro-1,4,2-dioxazine COCCC1(CNCC1)C1=NOCC(O1)CN1CCCCC1